C(#N)C=1C=NC2=C(C=CC=C2C1N1CCC(CC1)CCB(O)O)OC (2-(1-(3-cyano-8-methoxyquinolin-4-yl)piperidin-4-yl)ethyl)boronic Acid